CN(C1CN(C1)C1CCN(CC1)C1=C(C=C(C=C1)NC1=NC=C(C(=N1)N1OCCC1C1=CC=CC=C1)C(F)(F)F)OC)C N-(4-(4-(3-(dimethylamino)azetidin-1-yl)piperidin-1-yl)-3-methoxyphenyl)-4-(3-phenylisoOxazolidin-2-yl)-5-(trifluoromethyl)pyrimidin-2-amine